4-(cyclopropylmethoxy)-N,N-dimethyl-3-(6-methyl-7-oxo-6,7-dihydro-1H-pyrrolo[2,3-c]pyridin-4-yl)benzenesulfonamide C1(CC1)COC1=C(C=C(C=C1)S(=O)(=O)N(C)C)C=1C2=C(C(N(C1)C)=O)NC=C2